(1R,2S,3R,4S)-3-((tert-butoxycarbonyl)amino)bicyclo[2.2.1]heptane-2-carboxylic acid C(C)(C)(C)OC(=O)N[C@H]1[C@H]([C@@H]2CC[C@H]1C2)C(=O)O